4-(6-(3-((2-(3-carboxybutyryl)-5-methoxybenzo[b]selenophen-6-yl)oxy)propoxy)-5-methoxybenzo[b]thiophen-2-yl)-2-methyl-4-oxobutanoic acid C(=O)(O)C(CC(=O)C1=CC2=C([Se]1)C=C(C(=C2)OC)OCCCOC=2C(=CC1=C(SC(=C1)C(CC(C(=O)O)C)=O)C2)OC)C